N-(4-(6-ethoxypyrazin-2-yl)phenyl)-2-methoxy-2-(2-(methylsulfonylamino)thiazol-4-yl)acetamide C(C)OC1=CN=CC(=N1)C1=CC=C(C=C1)NC(C(C=1N=C(SC1)NS(=O)(=O)C)OC)=O